FC1=CC=C(C=C1)NC(=O)C1(CC1)C(=O)NC1=CC=C(C=C1)OC1=CC=NC2=CC(=C(C=C12)C)C1=NNC=C1 1-N'-(4-fluorophenyl)-1-N-[4-[6-methyl-7-(1H-pyrazol-3-yl)quinolin-4-yl]Oxyphenyl]Cyclopropane-1,1-dicarboxamide